(S)-N-(4-(4-amino-1-(3-fluoro-4-(3-formylpyrrolidin-1-yl)phenyl)-1H-pyrazolo[3,4-d]pyrimidin-3-yl)benzyl)-5-fluoro-2-methoxybenzamide NC1=C2C(=NC=N1)N(N=C2C2=CC=C(CNC(C1=C(C=CC(=C1)F)OC)=O)C=C2)C2=CC(=C(C=C2)N2C[C@H](CC2)C=O)F